COC(NC1=C(N=C(O1)C)CO)=O (4-Hydroxymethyl-2-methyl-oxazol-5-yl)-carbamic acid methyl ester